5'-phenyl-1',5',10',10a'-tetrahydro-3'H-spiro[cyclohexane-1,2'-pyrrolo[1,2-b]cinnolin]-3'-one C1(=CC=CC=C1)N1N2C(CC=3C=CC=CC13)CC1(C2=O)CCCCC1